(Z)-1-acetyl-2-((6-(((1-(oxetan-3-yl)piperidin-4-yl)amino)meth-yl)quinolin-2-yl)-methylene)indolin-3-one C(C)(=O)N1\C(\C(C2=CC=CC=C12)=O)=C/C1=NC2=CC=C(C=C2C=C1)CNC1CCN(CC1)C1COC1